ClC1=NC(=NC=C1)N1[C@H](CNCC1)C 4-chloro-2-[(2S)-2-methylpiperazin-1-yl]pyrimidine